BrC=1C(=C2C=CN(C2=CC1)C(=O)OC(C)(C)C)C(NC(C)(C)C)=O tert-butyl 5-bromo-4-(tert-butylcarbamoyl)-1H-indole-1-carboxylate